pentacosyl docos-13-enoate C(CCCCCCCCCCCC=CCCCCCCCC)(=O)OCCCCCCCCCCCCCCCCCCCCCCCCC